N-methyl-ethan-1-amine CNCC